ClC1=CC=C(CC2=NOC(=N2)CC(C(=O)OC(C)(C)C)=C)C=C1 tert-butyl 2-((3-(4-chlorobenzyl)-1,2,4-oxadiazol-5-yl)methyl)acrylate